tert-butyl 6-(6-(2-(ethyl(isopropyl)carbamoyl)-4-fluorophenoxy)-1,2,4-triazin-5-yl)-2,6-diazaspiro[3.4]octane-2-carboxylate C(C)N(C(=O)C1=C(OC2=C(N=CN=N2)N2CC3(CN(C3)C(=O)OC(C)(C)C)CC2)C=CC(=C1)F)C(C)C